C(CC(=O)OC1=C(C=C(C=C1Cl)Cl)Cl)(=O)OC1=C(C=C(C=C1Cl)Cl)Cl bis(2,4,6-trichlorophenyl) malonate